ClC=1C=C(C=CC1F)C(C=1N(C(=C(N1)S(=O)(=O)C)COC)COCC[Si](C)(C)C)C1=CC(=C(C=C1)F)Cl 2-[bis(3-chloro-4-fluorophenyl)methyl]-4-methanesulfonyl-5-(methoxymethyl)-1-{[2-(tri-methylsilyl)ethoxy]methyl}-1H-imidazole